benzyl (((1R,7S)-8-(2-fluorophenyl)-4-azabicyclo[5.1.0]octan-8-yl)methyl)carbamate hydrochloride Cl.FC1=C(C=CC=C1)C1([C@H]2CCNCC[C@@H]12)CNC(OCC1=CC=CC=C1)=O